ClC=1C=C(CC2=NOC(=N2)C2=CC=C(OC(C(=O)OC(C)(C)C)C)C=C2)C=CC1 tert-Butyl 2-(4-(3-(3-chlorobenzyl)-1,2,4-oxadiazol-5-yl)phenoxy)propanoate